3-((tert-butoxycarbonyl)amino)-2-(((tert-butoxycarbonyl)amino)methyl)propyl methanesulfonate CS(=O)(=O)OCC(CNC(=O)OC(C)(C)C)CNC(=O)OC(C)(C)C